(R)-3-((1-(methyl-d3) pyrrolidin-2-yl) methyl)-1H-indol-4-yl acetate C(C)(=O)OC1=C2C(=CNC2=CC=C1)C[C@@H]1N(CCC1)C([2H])([2H])[2H]